(S)-5-fluoro-3-((R)-5-isopropyl-3-(isoquinolin-1-yl)-4,5-dihydroisoOxazole-5-carboxamido)-4-oxopentanoic acid hexyl ester C(CCCCC)OC(C[C@@H](C(CF)=O)NC(=O)[C@@]1(CC(=NO1)C1=NC=CC2=CC=CC=C12)C(C)C)=O